6-methyl-1,6-dihydro-7H-pyrrolo[2,3-c]pyridine CN1CC2=C(C=C1)C=CN2